NCC(=O)NCC(=O)NCC(=O)NCCNC(OC(C)(C)C)=O tert-butyl (2-(2-(2-(2-aminoacetamido)acetamido)acetamido)ethyl)carbamate